2-(2,3-difluoro-6-(2-morpholinothiazol-4-yl)phenoxy)-N-(5-(4-(2-(2,6-dioxopiperidin-3-yl)-6-fluoro-1,3-dioxoisoindolin-5-yl)piperazin-1-yl)-5-oxopentyl)acetamide FC1=C(OCC(=O)NCCCCC(=O)N2CCN(CC2)C=2C=C3C(N(C(C3=CC2F)=O)C2C(NC(CC2)=O)=O)=O)C(=CC=C1F)C=1N=C(SC1)N1CCOCC1